N[C@H](C)C=1C=C(C=C2C(N(C(=NC12)N1CCOCC1)C)=O)OC (R)-8-(1-aminoethyl)-6-methoxy-3-methyl-2-morpholinoquinazolin-4(3H)-one